(R)-O-(2-(4-chlorophenoxy)propyl)hydroxylamine hydrochloride Cl.ClC1=CC=C(O[C@@H](CON)C)C=C1